COCCOC1CCC(CC1)C1=C(C(=O)N)C=C(N=C1C1=CN=CS1)N1C=NC=C1 ((1r,4r)-4-(2-methoxyethoxy)cyclohexyl)-2-(thiazol-5-yl)-6-(1H-imidazol-1-yl)isonicotinamide